methyl-N-(1-methyl-3-(pyrazin-2-yl)-1H-pyrazol-4-yl)-[2,3'-bipyridine]-6-carboxamide CC=1C(=NC(=CC1)C(=O)NC=1C(=NN(C1)C)C1=NC=CN=C1)C=1C=NC=CC1